ClC1=C(C=CC=C1)CC(=O)NC1=CC(=C2C=CN=C(C2=C1)C)S(N)(=O)=O 2-(2-chlorophenyl)-N-(1-methyl-5-sulfamoylisoquinolin-7-yl)acetamide